C(C)(C)(C)OC(=O)N1CCC2(CCNC2=O)CC1 1-oxo-2,8-diazaspiro[4.5]Decane-8-formic acid tert-butyl ester